ClC=1C=C2C(N(C(=NC2=CC1Cl)[C@H]1CN(CCC1)CCN1CCCC1)C)=O (R)-6,7-dichloro-3-methyl-2-(1-(2-(pyrrolidin-1-yl)ethyl)piperidin-3-yl)quinazolin-4(3H)-one